NC=1C=C(C=CC1)C(CCNC1=CC(=C(C=C1)C)Cl)C(C)C (3-(3-aminophenyl)-4-methylpentyl)-3-chloro-4-methylaniline